COC(=O)C=1SC=CC1CN1C(N(C=2N=C(NC(C12)=O)N)[C@@H]1O[C@@H]([C@H]([C@H]1O)F)CO)=O ((2-amino-9-((2R,3S,4S,5R)-4-fluoro-3-hydroxy-5-(hydroxymethyl)tetrahydrofuran-2-yl)-6,8-dioxo-1,6,8,9-tetrahydro-7H-purin-7-yl)methyl)thiophene-2-carboxylic acid methyl ester